4-((9-(4-Cyanoadamantan-1-yl)-7-methyl-8-oxo-8,9-dihydro-7H-purin-2-yl)amino)-2-fluoro-5-methylbenzamide C(#N)C1C2CC3(CC(CC1C3)C2)N2C3=NC(=NC=C3N(C2=O)C)NC2=CC(=C(C(=O)N)C=C2C)F